C(C)=C1C2C3C4C=CC(C3C(C1)C2)C4 9-ethylidenetetracyclo[6.2.1.13,6.02,7]dodec-4-ene